C1(=CC=CC=C1)C1=C(SC(=C1)C(=O)O)C(=O)O 3-phenylthiophene-2,5-dicarboxylic acid